CC1=CC=2N(C=C1C#N)C=CN2 7-methyl-imidazo[1,2-a]Pyridine-6-carbonitrile